4-[[(2R,3S,4R,5R)-3-(3,4-Difluoro-2-methoxy-phenyl)-4,5-dimethyl-5-(trifluoromethyl)tetrahydrofuran-2-carbonyl]amino]-3-fluoro-pyridin-2-carboxamid FC=1C(=C(C=CC1F)[C@H]1[C@@H](O[C@]([C@@H]1C)(C(F)(F)F)C)C(=O)NC1=C(C(=NC=C1)C(=O)N)F)OC